C(C)N(CC(CC(C(C)C)N1CC2(C1)CN(CC2)C=2N=CN=NC2OC2=C(C(=O)N(C(C)C)CC)C=C(C=C2)F)O)CC 2-((5-(2-((3x-S,5x-R)-6-(diethylamino)-5-hydroxy-2-methylhexan-3-yl)-2,6-diazaspiro[3.4]oct-6-yl)-1,2,4-triazin-6-yl)oxy)-N-ethyl-5-fluoro-N-isopropylbenzamide